N1(CCNCCN(CCC1)CC=1C(=C(C(=O)N)C=C(C1)C)O)CC=1C(=C(C(=O)N)C=C(C1)C)O 3,3'-[1,4,7-triazacyclodecane-1,7-diylbis(methylene)]bis(2-hydroxy-5-methylbenzamide)